C(C)(C)(C)OC(=O)NCCCC(CNC1=C(C(=O)OC)C=CC=C1[N+](=O)[O-])C methyl 2-((5-((tert-butoxycarbonyl)amino)-2-methylpentyl)amino)-3-nitrobenzoate